N-(6-fluoropyridin-3-yl)-2-{methyl[2-(pyridin-2-yl)-5H,6H,7H-cyclopenta[d]pyrimidin-4-yl]amino}acetamide FC1=CC=C(C=N1)NC(CN(C=1C2=C(N=C(N1)C1=NC=CC=C1)CCC2)C)=O